C=CCCCCCCCCCC=CC 1,12-tetradecadiene